FC1=CC=C(C=C1)C1=NC=2C(=NC(=CC2)C(F)(F)F)N1C=1C=C2CCNC2=CC1 5-[2-(4-Fluorophenyl)-5-(trifluoromethyl)imidazo[4,5-b]pyridin-3-yl]indolin